2-(propylamino)-1-pyrimidin-5-yl-ethanol C(CC)NCC(O)C=1C=NC=NC1